BrC=1C=C(N(N1)C)C#N 5-bromo-2-methyl-pyrazole-3-carbonitrile